[6-(5-cyclopropyl-4H-1,2,4-triazol-3-yl)-2-azaspiro[3.3]heptan-2-yl]-[7-[(3-methylsulfonylphenyl)methyl]-2,7-diazaspiro[3.5]nonan-2-yl]methanone C1(CC1)C=1NC(=NN1)C1CC2(CN(C2)C(=O)N2CC3(C2)CCN(CC3)CC3=CC(=CC=C3)S(=O)(=O)C)C1